1-(4-fluoro-3-methoxy-phenyl)ethanone oxime FC1=C(C=C(C=C1)C(C)=NO)OC